C(C)(C)(C)OC(=O)N1C[C@H](N(CC1)CC1=C2C=CN(C2=C(C=C1OC)C)C(=O)OC(C)(C)C)C1=C(C=C(C=C1)C(=O)OC)O |r| (±)-tert-butyl 4-((4-(tert-butyloxycarbonyl)-2-(2-hydroxy-4-(methoxycarbonyl)phenyl)piperazin-1-yl)methyl)-5-methoxy-7-methyl-1H-indole-1-carboxylate